tert-Butyl 3-chloro-4-(trifluoromethoxy)benzyl(2-(5-(2-oxo-2-((1-(tetrahydro-2H-pyran-2-yl)-6-(4H-1,2,4-triazol-4-yl)-1H-indazol-4-yl)amino)ethyl)-4H-1,2,4-triazol-3-yl)ethyl)carbamate ClC=1C=C(CN(C(OC(C)(C)C)=O)CCC2=NN=C(N2)CC(NC2=C3C=NN(C3=CC(=C2)N2C=NN=C2)C2OCCCC2)=O)C=CC1OC(F)(F)F